(1-(6-(1-methyl-1H-pyrazol-4-yl)pyrazolo[1,5-a]pyrazin-4-yl)piperidin-4-yl)methylamine dihydrochloride Cl.Cl.CN1N=CC(=C1)C=1N=C(C=2N(C1)N=CC2)N2CCC(CC2)CN